1-(6,7-dimethoxyquinazolin-4-yl)-N3-(3-fluoro-4-(4-methylpiperazin-1-yl)phenyl)-1H-1,2,4-triazole-3,5-diamine COC=1C=C2C(=NC=NC2=CC1OC)N1N=C(N=C1N)NC1=CC(=C(C=C1)N1CCN(CC1)C)F